(((1-methyl-3-(trifluoromethyl)-1H-pyrazol-4-yl)sulfonyl)methyl)piperidine-1-carboxylic acid tert-butyl ester C(C)(C)(C)OC(=O)N1C(CCCC1)CS(=O)(=O)C=1C(=NN(C1)C)C(F)(F)F